Ethyl-5-((1-((2S)-2-(azidomethyl)-7-fluoro-2,3-dihydrobenzo[b][1,4]dioxin-5-yl)ethyl)amino)pyrazole tert-butyl-(2-cyano-1H-pyrrol-1-yl)carbamate C(C)(C)(C)N(C(O)=O)N1C(=CC=C1)C#N.C(C)C1=NNC(=C1)NC(C)C1=CC(=CC=2O[C@H](COC21)CN=[N+]=[N-])F